N-phenyl-3-(piperidin-3-yl)propenamide hydrochloride salt Cl.C1(=CC=CC=C1)NC(C=CC1CNCCC1)=O